[C@]12(CNC[C@H]2C1)NC(OCCCC)=O cis-1-butyl (3-azabicyclo[3.1.0]hexan-1-yl)carbamate